CC1=C(OC(C(=O)OCC)(C)C)C(=CC(=C1)CN1C=NN(C1=O)C1=CC=C(C=C1)C(F)(F)F)C Ethyl 2-(2,6-dimethyl-4-((5-oxo-1-(4-(trifluoromethyl) phenyl)-1,5-dihydro-4H-1,2,4-triazol-4-yl) methyl) phenoxy)-2-methylpropionate